C1(CC1)C(C#CC1=C2CCCN(C2=CC=C1)C1=NC=2N(C3=CC=C(C(=C13)F)F)C(=NN2)C)(C)C (5-(3-cyclopropyl-3-methylbut-1-yn-1-yl)-3,4-dihydroquinolin-1(2H)-yl)6,7-difluoro-1-methyl-[1,2,4]Triazolo[4,3-a]Quinazoline